((benzyloxy)methyl)piperidine C(C1=CC=CC=C1)OCN1CCCCC1